ClC1=NC=CC(=C1)N1C=C(C=2C(C(CCC12)(F)F)O)C(F)(F)F 1-(2-chloropyridin-4-yl)-5,5-difluoro-3-(trifluoromethyl)-4,5,6,7-tetrahydro-1H-indol-4-ol